C(C1=CC=CC=C1)(=O)OC1=C(C(=CC(=C1)C(C)(C)C)C)OC(C1=CC=CC=C1)=O 3-methyl-5-t-butyl-1,2-phenylene dibenzoate